heptyl methyl sulfoxide CS(=O)CCCCCCC